Boc-D-glutamic acid 1-benzyl ester C(C1=CC=CC=C1)OC([C@H](NC(=O)OC(C)(C)C)CCC(=O)O)=O